CN1C2=C(OC[C@@H](C1=O)NC(C(=O)NCCC1=CC=CC=C1)=O)C=CC(=C2)C#CC2=CC=NC=C2 (S)-N1-(5-methyl-4-oxo-7-(pyridin-4-ylethynyl)-2,3,4,5-tetrahydrobenzo[b][1,4]oxazepin-3-yl)-N2-phenethyloxalamide